CO[C@@H]1C[C@H](N(C1)C(=O)C1=NC(=NC=C1)N[C@@H](C)C1=CC=CC=C1)C(=O)NC1=CC=CC=C1 (2S,4R)-4-methoxy-N-phenyl-1-(2-((S)-1-phenylethylamino)pyrimidine-4-carbonyl)pyrrolidine-2-carboxamide